N-[(1S)-1-(7-fluoro-2-pyridin-2-ylquinolin-3-yl)ethyl]-7H-purin-6-amine FC1=CC=C2C=C(C(=NC2=C1)C1=NC=CC=C1)[C@H](C)NC1=C2NC=NC2=NC=N1